(R)-2-(5-((4-((1-(3-(difluoromethyl)-2-fluorophenyl)ethyl)amino)-2-methylpyrido[3,4-d]pyrimidin-6-yl)(methyl)amino)-2-methoxyphenyl)-N,N-dimethylacetamide FC(C=1C(=C(C=CC1)[C@@H](C)NC=1C2=C(N=C(N1)C)C=NC(=C2)N(C=2C=CC(=C(C2)CC(=O)N(C)C)OC)C)F)F